[3-[3-(8-fluoroquinolin-5-yl)-1H-pyrazolo[3,4-b]pyrazin-6-yl]-7-(5-methyl-1,2-oxazol-3-yl)-3-azabicyclo[4.1.0]heptan-7-yl]methanamine FC=1C=CC(=C2C=CC=NC12)C1=NNC2=NC(=CN=C21)N2CC1C(C1CC2)(C2=NOC(=C2)C)CN